ClC1=CC=C(C=C1)C(CC1=CC=CC=C1)=O 1-(4-Chloro-phenyl)-2-phenyl-ethanone